N-(5-chloro-1-((3-(4-chlorophenethyl)-1,2,4-oxadiazol-5-yl)methyl)-6-oxo-1,6-dihydropyridazin-4-yl)-2-hydroxyacetamide ClC1=C(C=NN(C1=O)CC1=NC(=NO1)CCC1=CC=C(C=C1)Cl)NC(CO)=O